4,5,6,7-tetrahydrobenzofuran O1C=CC2=C1CCCC2